C[C@H]1CC[C@@H](N(C1)C(C(=O)NC=1C=C(C=NC1)C(=O)N)=O)C=1C=NNC1 5-[[2-[(2R,5S)-5-methyl-2-(1H-pyrazol-4-yl)-1-piperidyl]-2-oxo-acetyl]amino]pyridine-3-carboxamide